3-[6-chloro-3-[[ethyl(methyl)sulfamoyl]amino]-2-fluoro-benzoyl]-5-(6-piperazin-1-yl-3-pyridyl)-1H-pyrrolo[2,3-b]pyridine ClC1=CC=C(C(=C1C(=O)C1=CNC2=NC=C(C=C21)C=2C=NC(=CC2)N2CCNCC2)F)NS(N(C)CC)(=O)=O